FC1=CC=C(C=C1)COC1=CC=C(C=C1)C(/C=C/C1=CC=C(C=C1)\C=C/1\N[C@@H](N(S1=O)[C@H](C(=O)O)CC1=CC=CC=C1)S)=O (2S)-2-[(3S,5Z)-5-[[4-[(E)-3-[4-[(4-Fluorophenyl)methoxy]phenyl]-3-oxoprop-1-enyl]phenyl]methylidene]-1-oxo-3-sulfanyl-1,2,4-thiadiazolidin-2-yl]-3-phenylpropanoic acid